C1(CC1)C1=CC(=C(C=C1)N1N=C2C(N=C(NC2=O)N2CCN(CC2)CC)=N1)C(F)(F)F 2-[4-cyclopropyl-2-(trifluoromethyl)phenyl]-5-(4-ethylpiperazin-1-yl)-6H-triazolo[4,5-d]pyrimidin-7-one